8-(4-(azetidine-3-carbonyl)piperazin-1-yl)-N-(1-methylcyclopropyl)-3-(5-(trifluoromethyl)-1,3,4-thiadiazol-2-yl)imidazo[1,5-a]pyridine-6-sulfonamide N1CC(C1)C(=O)N1CCN(CC1)C=1C=2N(C=C(C1)S(=O)(=O)NC1(CC1)C)C(=NC2)C=2SC(=NN2)C(F)(F)F